CN1N=C(C=C1C)NC1=NC=C(C(=N1)C1=CNC2=C(C=CC=C12)NC(CN1CCC(=CC1)B1OC(C(O1)(C)C)(C)C)=O)C N-(3-(2-((1,5-dimethyl-1H-pyrazol-3-yl)amino)-5-methylpyrimidin-4-yl)-1H-indol-7-yl)-2-(4-(4,4,5,5-tetramethyl-1,3,2-dioxaborolan-2-yl)-3,6-dihydropyridin-1(2H)-yl)acetamide